COCCOCCO\C=C(/C)\C1=CC=C(C=C1)C(=C)COCCOCCOC (E,Z)-1-(1-(2-(2-methoxyethoxy)ethoxy)prop-1-en-2-yl)-4-(3-(2-(2-methoxyethoxy)ethoxy)prop-1-en-2-yl)benzene